5-[(3-Methylaminophenoxyethylsulfanyl)methyl]-1,3,4-oxadiazol-2(3H)-one CNC=1C=C(OCCSCC2=NNC(O2)=O)C=CC1